C(C)OC(CCCCCN1C(/C(/CC1=O)=C/C1=CC=CC=C1)=O)=O (E)-6-(3-benzylidene-2,5-dioxopyrrolidinyl)hexanoic acid ethyl ester